O1C(OCC1)CCCCCCN1C(C(=CC2=C1N=CN=C2Cl)N2CCN(CC2)S(=O)(=O)C)=O 8-(6-(1,3-dioxolan-2-yl)hexyl)-4-chloro-6-(4-(methylsulfonyl)piperazin-1-yl)pyrido[2,3-d]pyrimidin-7(8H)-one